hexadecenylsulfonic acid C(=CCCCCCCCCCCCCCC)S(=O)(=O)O